C(CCCCC\C=C/C\C=C/C\C=C/C\C=C/CCCC(=O)[O-])CCCCC\C=C/C\C=C/C\C=C/C\C=C/CCCC(=O)[O-] methylenebis-arachidonate